bis(2,6-di-t-butyl-4-octadecylcarbonylethyl)pentaerythritol diphosphite OP(O)OP(O)O.C(C)(C)(C)C(C)CC(CC(CCCCCCCCCCCC)C(C)(C)C)C(=O)CCC(O)(C(CO)(CO)CO)CCC(=O)C(CC(C)C(C)(C)C)CC(CCCCCCCCCCCC)C(C)(C)C